[1,1'-Biphenyl]-2-ol, sodium salt [Na].C=1(C(=CC=CC1)O)C1=CC=CC=C1